trans-4-(((trans-4-(4-Methoxy-3-methylphenyl)cyclohexyl)methyl)(3-(2-methoxythiazol-5-yl)phenyl)carbamoyl)cyclohexyl dimethylcarbamate CN(C(O[C@@H]1CC[C@H](CC1)C(N(C1=CC(=CC=C1)C1=CN=C(S1)OC)C[C@@H]1CC[C@H](CC1)C1=CC(=C(C=C1)OC)C)=O)=O)C